C[Si](N(C)C)(N(C)C)CCCCCCCC methyl-octyl-bis(dimethylamino)silane